9-methylpyrido[2',3':4,5]pyrimido[1,2-a]indol-5(11H)-one CC1=CC=2CC=3N(C2C=C1)C(C1=C(N3)N=CC=C1)=O